N1(CCNCCC1)C1=NC2=CC=C(C3=C2N1[C@H](CO3)C3=NC=CC=C3)C=3C(=NOC3C)C (4S)-2-(1,4-diazepan-1-yl)-7-(3,5-dimethylisoxazol-4-yl)-4-pyridin-2-yl-4,5-dihydroimidazo[1,5,4-de][1,4]benzoxazine